2,2-difluoro-N-((2R,3S)-2-(4-fluoro-3-methoxyphenyl)-1-(1-(1-methyl-6-oxo-1,6-dihydro-pyridin-3-yl)-1H-indazol-5-yl)-5-oxopyrrolidin-3-yl)propanamide FC(C(=O)N[C@@H]1[C@H](N(C(C1)=O)C=1C=C2C=NN(C2=CC1)C1=CN(C(C=C1)=O)C)C1=CC(=C(C=C1)F)OC)(C)F